N-methyl-3,4-dihydroquinoline-1(2H)-carboxamide CNC(=O)N1CCCC2=CC=CC=C12